[Te](I)(I)(I)I.OCCNCC1=NC(=NC(=C1)OC)NC=1C(=C(C=CC1)C1=CC=C2C(CCOC2=C1)=O)C 7-(3-((4-(((2-hydroxyethyl)amino)methyl)-6-methoxypyrimidin-2-yl)amino)-2-methylphenyl)chroman-4-one tellurium(IV) tetraiodide